C1(=CC=CC2=CC=CC=C12)CN(C(CNC(CC(CO[SiH2]CC)NC([O-])=O)=O)=O)CCOCC 12-(naphthalen-1-ylmethyl)-8,11-dioxo-4,15-dioxa-9,12-diaza-3-silaheptadecan-6-ylcarbamate